ClC1=CC(=C(C=C1)N1CC2NC(C1)C2)F 3-(4-chloro-2-fluorophenyl)-3,6-diazabicyclo[3.1.1]heptan